(2S,3R,5R)-3-((E)-(2-(2-chloro-3,4-dihydroxybenzoyl)-2-methylhydrazono)methyl)-3-methyl-7-oxo-4-thia-1-azabicyclo[3.2.0]heptane-2-carboxylic acid 4,4-dioxide ClC1=C(C(=O)N(\N=C\[C@]2([C@@H](N3C(C[C@H]3S2(=O)=O)=O)C(=O)O)C)C)C=CC(=C1O)O